NCCCOC1=CC=C(C=C1)C1=CC2=C(N=CN=C2C=2C(=C(C=C(C2)F)NC(C2=C(C=C(C=C2)C(C)(C)O)F)=O)C)N1S(=O)(=O)C1=CC=CC=C1 N-(3-(6-(4-(3-aminopropoxy)phenyl)-7-(phenylsulfonyl)-7H-pyrrolo[2,3-d]pyrimidin-4-yl)-5-fluoro-2-methylphenyl)-2-fluoro-4-(2-hydroxypropan-2-yl)benzamide